C(CCCCCCCCCCC)(=O)OCCC(C)C Isoamyl laurate